N-(2-chloro-4-methylphenyl)sulfonamide ClC1=C(C=CC(=C1)C)NS(=O)=O